formaldehyde-d1 C(=O)[2H]